CC1=C(C(=CC(=C1)[N+](=O)[O-])C(=C)C)N(C(=O)OC(C)(C)C)C(=O)OC(C)(C)C bis(2-methyl-2-propanyl) (2-methyl-4-nitro-6-(1-propen-2-yl)phenyl)-2-imidodicarbonate